N[C@@H](CC1=CC(I)=C(C(I)=C1)OC1=CC(I)=C(C(I)=C1)O)C(=O)O Trans-thyroxine